NCCCCC1CNCCC1 3-(4-aminobutyl)piperidine